N-[(3-exo)-8-Azabicyclo[3.2.1]oct-3-yl]-5-(8-fluoro-2-methylimidazo[1,2-a]pyridin-6-yl)-N-methyl[1,3]thiazolo[5,4-b]pyridin-2-amin C12CC(CC(CC1)N2)N(C=2SC1=NC(=CC=C1N2)C=2C=C(C=1N(C2)C=C(N1)C)F)C